5-methyl-7H-pyrrolo[2,3-c]pyridazin CC1=CNC=2N=NC=CC21